5-(2-bromo-3-isopropylphenyl)-3-chloropyridazine BrC1=C(C=CC=C1C(C)C)C=1C=C(N=NC1)Cl